N-pelargonoyl-tyrosine C(CCCCCCCC)(=O)N[C@@H](CC1=CC=C(C=C1)O)C(=O)O